tert-butyl ((R)-2-(tert-butoxy)-1-(7-((R)-(((S)-tert-butylsulfinyl)amino)(cyclopropyl)methyl)imidazo[1,2-b]pyridazin-2-yl)ethyl)carbamate C(C)(C)(C)OC[C@@H](C=1N=C2N(N=CC(=C2)[C@@H](C2CC2)N[S@@](=O)C(C)(C)C)C1)NC(OC(C)(C)C)=O